heneicosan CCCCCCCCCCCCCCCCCCCCC